tin (II) ethyl hexanoate C(CCCCC)(=O)OCC.[Sn+2]